1-[7-(3,4-dimethoxyphenyl)-9-[[(3S)-1-methylpiperidin-3-yl]methoxy]-2,3,4,5-tetrahydro-1,4-benzoxazepin-4-yl]propan-1-one COC=1C=C(C=CC1OC)C=1C=C(C2=C(CN(CCO2)C(CC)=O)C1)OC[C@@H]1CN(CCC1)C